N-(5-ethylthiophene-2-ylmethyl)-N'-(2-pyridinylmethyl)-N-(5,6,7,8-tetrahydro-8-quinolinyl)-1,4-benzenedimethanamine C(C)C1=CC=C(S1)CN(CC1=CC=C(C=C1)CNCC1=NC=CC=C1)C1CCCC=2C=CC=NC12